GOLD sulphur [S].[Au]